ClC1=NC(=CC(=C1)C=1C=C(C=CC1C)NC(=O)N1C[C@@H](CC1)CC(F)(F)F)N[C@@H](CO)C (3S)-N-[3-(2-chloro-6-[[(2R)-1-hydroxypropan-2-yl]amino]pyridin-4-yl)-4-methylphenyl]-3-(2,2,2-trifluoroethyl)pyrrolidine-1-carboxamide